P(OC)(OC)OCC dimethyl (ethyl) phosphite